[Ni].C1(=CC=CC=C1)P(CCCN=C(C(C)=NCCCP(C1=CC=CC=C1)C1=CC=CC=C1)C)C1=CC=CC=C1 3-[3-(3-diphenylphosphinopropylimino)butan-2-ylideneamino]propyldiphenylphosphine nickel